C(#N)CC(=O)NC=1N=CC(=NC1)C=1C=C(C=NC1)C(C(=O)NC=1SC(=CN1)C(F)(F)F)C 2-(5-(5-(2-cyanoacetamido)pyrazin-2-yl)pyridin-3-yl)-N-(5-(trifluoromethyl)thiazol-2-yl)propanamide